BrC1=CC(=C2C(N(C(C2=C1C)=O)CC1=CC=C(C=C1)OC)C1=C(C=CC(=C1)F)Cl)[N+](=O)[O-] 6-Bromo-3-(2-chloro-5-fluorophenyl)-2-(4-methoxybenzyl)-7-methyl-4-nitroisoindol-1-one